Cl.Cl.ClC=1C=C(C=CC1Cl)N1N=C(C=C1C)OCCCCN1CCN(CC1)C 1-{4-[1-(3,4-dichlorophenyl)-5-methyl-1H-pyrazol-3-yloxy]butyl}-4-methylpiperazine dihydrochloride